p-Amino-o-cresole NC=1C=C(C(=CC1)O)C